2-[4-(7-methyl-4-oxo-4,7-dihydro-3H-pyrrolo[2,3-d]pyrimidin-2-yl)-piperazin-1-yl]-nicotinonitrile CN1C=CC2=C1N=C(NC2=O)N2CCN(CC2)C2=C(C#N)C=CC=N2